The molecule is a member of the class of bleomycins that is used in sclerotherapy for cervicofacial lymphatic malformations. It has a role as an antineoplastic agent, an apoptosis inducer and a bacterial metabolite. CC1=C(N=C(N=C1N)[C@H](CC(=O)N)NC[C@@H](C(=O)N)N)C(=O)N[C@@H]([C@H](C2=CN=CN2)O[C@H]3[C@H]([C@H]([C@@H]([C@@H](O3)CO)O)O)O[C@@H]4[C@H]([C@H]([C@@H]([C@H](O4)CO)O)OC(=O)N)O)C(=O)N[C@H](C)[C@H]([C@H](C)C(=O)N[C@@H]([C@@H](C)O)C(=O)NCCC5=NC(=CS5)C6=NC(=CS6)C(=O)NCCCNCCCCN)O